2'-((6-((1H-pyrazol-3-yl)amino)pyrimidin-4-yl)amino)spiro[cyclohexane-1,4'-thieno[2,3-c]pyrrol]-6'(5'H)-one N1N=C(C=C1)NC1=CC(=NC=N1)NC1=CC2=C(C(NC23CCCCC3)=O)S1